2-(3-bromopyridin-4-yl)-3-[(3-fluoro-2-methylphenyl)amino]-1H,5H,6H,7H-pyrrolo[3,2-c]pyridin-4-one BrC=1C=NC=CC1C1=C(C=2C(NCCC2N1)=O)NC1=C(C(=CC=C1)F)C